F[C@H]1C[C@@H](N(C1)C=1C=CC=2N(N1)C(=CN2)C(=O)NCC2=CC(=CC=C2)O)C2=C(C=CC(=C2)F)SC 6-[(2R,4S)-4-fluoro-2-(5-fluoro-2-methylsulfanyl-phenyl)pyrrolidine-1-yl]-N-[(3-hydroxyphenyl)methyl]imidazo[1,2-b]pyridazine-3-carboxamide